5-((1R,4R)-2-oxa-5-azabicyclo[2.2.1]heptane-5-yl)-N-(3-(difluoromethyl)-1-((1r,4r)-4-carboxycyclohexyl)-1H-pyrazol-4-yl)pyrazolo[1,5-a]pyrimidine-3-carboxamide [C@H]12OC[C@H](N(C1)C1=NC=3N(C=C1)N=CC3C(=O)NC=3C(=NN(C3)C3CCC(CC3)C(=O)O)C(F)F)C2